N-(2-(1-((5-(2,4-dioxotetrahydropyrimidin-1(2H)-yl)-2-fluoropyridin-3-yl)methyl)piperidin-4-yl)-5-(2-hydroxypropane-2-yl)benzo[d]thiazol-6-yl)-6-(trifluoromethyl)nicotinamide O=C1N(CCC(N1)=O)C=1C=C(C(=NC1)F)CN1CCC(CC1)C=1SC2=C(N1)C=C(C(=C2)NC(C2=CN=C(C=C2)C(F)(F)F)=O)C(C)(C)O